CC1(CC2CCC(C1)N2)NC(OC(C)(C)C)=O tert-butyl (endo-3-methyl-8-azabicyclo[3.2.1]octan-3-yl)carbamate